rel-(1R,2S)-2-amino-1-cyclopentanecarboxylic Acid N[C@@H]1[C@@H](CCC1)C(=O)O |o1:1,2|